tert-butyl 2-[(4-cyano-2-fluorophenyl)methoxy]-3-iodo-6,8-dihydro-5H-1,7-naphthyridine-7-carboxylate C(#N)C1=CC(=C(C=C1)COC1=NC=2CN(CCC2C=C1I)C(=O)OC(C)(C)C)F